ClC1=C(C(=CC=C1Cl)OC)[C@H]1C[C@H](N(C1)C(=O)OC(C)(C)C)COS(=O)(=O)C1=CC=C(C=C1)C tert-butyl (2S,4R)-4-(2,3-dichloro-6-methoxyphenyl)-2-[[(4-methylbenzenesulfonyl)oxy]methyl]pyrrolidine-1-carboxylate